[NH4+].P(=O)(OC1CN(C1)C(CCCCC1=CC(=CC=C1)OCCCCC1=CC=CC=C1)=O)(O)O 1-{5-[3-(4-Phenylbutoxy)phenyl]pentanoyl}azetidin-3-yl dihydrogen phosphate ammonium salt